C(C)N(CCNC(=O)OC(C(=O)O)CCCCCCCC)CC (((2-(diethylamino)ethyl)carbamoyl)oxy)decanoic acid